ethyl (Z)-3-[(2-cyano-2-methyl-propanoyl)amino]-4,4-difluoro-but-2-enoate C(#N)C(C(=O)N\C(=C/C(=O)OCC)\C(F)F)(C)C